5-[4'-(Aminomethyl)-6-(trifluoromethyl)[1,1'-biphenyl]-3-yl]-1,3,4-oxadiazol-2(3H)-one NCC1=CC=C(C=C1)C1=CC(=CC=C1C(F)(F)F)C1=NNC(O1)=O